N2,N2,N4,N4-Tetraethyl-6-((trimethylsilyl)ethynyl)-1,3,5-triazine-2,4-diamine C(C)N(C1=NC(=NC(=N1)N(CC)CC)C#C[Si](C)(C)C)CC